2-(6-hydroxy-3-oxo-3H-xanthen-9-yl)-5-[(1-oxo-2-propen-1-yl)amino]benzoic acid OC=1C=C2OC3=CC(C=CC3=C(C2=CC1)C1=C(C(=O)O)C=C(C=C1)NC(C=C)=O)=O